2-(3-(2-((1,5-dimethyl-1H-pyrazol-3-yl)amino)-5-methylpyrimidin-4-yl)-1H-indol-7-yl)-4-(4-(4-methylpiperazin-1-yl)phenyl)isoindolin-1-one CN1N=C(C=C1C)NC1=NC=C(C(=N1)C1=CNC2=C(C=CC=C12)N1C(C2=CC=CC(=C2C1)C1=CC=C(C=C1)N1CCN(CC1)C)=O)C